CS(=O)(=O)O[C@H]1C[C@H](N(C1)C(=O)OCC1=CC=CC=C1)C(=O)OC 1-benzyl 2-methyl (2S,4S)-4-((methylsulfonyl)oxy)pyrrolidine-1,2-dicarboxylate